methyl (E)-3-(4-(prop-2-yn-1-yloxy)phenyl)acrylate C(C#C)OC1=CC=C(C=C1)/C=C/C(=O)OC